tert-butyl (R)-2-(((1-methyl-5-(2-((1R,2R)-2-methylcyclopropane-1-carboxamido)pyrazolo[1,5-a]pyridin-5-yl)-1H-pyrazol-4-yl)oxy)methyl)azetidine-1-carboxylate CN1N=CC(=C1C1=CC=2N(C=C1)N=C(C2)NC(=O)[C@H]2[C@@H](C2)C)OC[C@@H]2N(CC2)C(=O)OC(C)(C)C